N[C@@H](CCOC1=C(C=C(C=C1)F)[C@@H]1N(CCC1)C(=O)OCC1=CC=CC=C1)C Benzyl (R)-2-(2-((R)-3-aminobutoxy)-5-fluorophenyl)tetrahydropyrrole-1-carboxylate